tert-butyl (S)-(1-(6-(2-(2-methylpyridin-4-yl)oxazole-4-carboxamido)-2-morpholinooxazolo[4,5-b]pyridin-5-yl)pyrrolidin-3-yl)carbamate CC1=NC=CC(=C1)C=1OC=C(N1)C(=O)NC=1C=C2C(=NC1N1C[C@H](CC1)NC(OC(C)(C)C)=O)N=C(O2)N2CCOCC2